C(C)(C)B(OC(C)C)C(C)C diisopropyl-(isopropoxy)borane